3,4,4-trifluorobut-3-en-1-yl 2-(4-chloro-1H-pyrazol-1-yl)butanoate ClC=1C=NN(C1)C(C(=O)OCCC(=C(F)F)F)CC